N-[5-(2-chloro-6-fluorophenyl)-1-trityl-1H-indazol-3-yl]-1-(1-methoxyprop-2-yl)piperidine-4-carboxamide ClC1=C(C(=CC=C1)F)C=1C=C2C(=NN(C2=CC1)C(C1=CC=CC=C1)(C1=CC=CC=C1)C1=CC=CC=C1)NC(=O)C1CCN(CC1)C(COC)C